1,3-bis[2-(trimethoxysilyl)ethyl]-1,1,3,3-tetramethyldisiloxane CO[Si](CC[Si](O[Si](C)(C)CC[Si](OC)(OC)OC)(C)C)(OC)OC